CNC(=O)C1=CC=C(C=C1)NC(=O)C1=C(C=NC=C1)N1N=CC(=C1)CC1=CSC=C1 N-[4-(methylcarbamoyl)phenyl]-3-[4-(thiophen-3-ylmethyl)pyrazol-1-yl]pyridine-4-carboxamide